CC(=C)CC(C)(C)C diisobutene